Cl.FC1COC2(CNC2)CC1 7-fluoro-5-oxa-2-azaspiro[3.5]nonane hydrochloride